FC1(C(C1)C1=C(C=O)C=C(C=C1F)F)F (2,2-difluorocyclopropyl)-3,5-difluorobenzaldehyde